C(C)OC1=C(C(=O)O)C=C(C=C1)S(=O)(=O)N1CCN(CC1)C 2-ethoxy-5-(4-methylpiperazin-1-ylsulfonyl)benzoic acid